N[C@@H]1C2=CC=CC=C2CC12CCN(CC2)C=2NC(C1=C(N2)NN=C1C=1C=2C=CC(=NC2CC(C1)(C)C)C#N)=O (S)-5-(6-(1-amino-1,3-dihydrospiro[indene-2,4'-piperidine]-1'-yl)-4-oxo-4,5-dihydro-1H-pyrazolo[3,4-d]pyrimidin-3-yl)-7,7-dimethyl-7,8-dihydroquinoline-2-carbonitrile